2-(1-cyclopropyl-2-hydroxy-2-methylpropyl)-7-(3-methoxy-4-(5-methyl-1,3,4-oxadiazol-2-yl)phenyl)isoindolin-1-one C1(CC1)C(C(C)(C)O)N1C(C2=C(C=CC=C2C1)C1=CC(=C(C=C1)C=1OC(=NN1)C)OC)=O